ClC=1C(=NC(=NC1)NC=1C(=CC(=C(C1)NC(\C(=C\C(C)(C)C)\C#N)=O)N1CCC(CC1)N1CCN(CC1)C)OC)NC1=C(C=CC=C1)N(S(=O)(=O)C)C (E)-N-(5-((5-chloro-4-((2-(N-methylmethylsulfonamido)phenyl)amino)pyrimidin-2-yl)amino)-4-methoxy-2-(4-(4-methylpiperazin-1-yl)piperidin-1-yl)phenyl)-2-cyano-4,4-dimethylpent-2-enamide